ClC1=NC=C(C=N1)NC1=NC=CC2=CC(=CC=C12)O[C@H]1C[C@H](CCC1)NC(C(F)(F)F)=O N-((1S,3R)-3-((1-((2-chloropyrimidin-5-yl)amino)isoquinolin-6-yl)oxy)cyclohexyl)-2,2,2-trifluoroacetamide